FC1=C(C=CC(=C1)C=1N(C=C(N1)C(F)(F)F)C)CO {2-fluoro-4-[1-methyl-4-(trifluoromethyl)imidazol-2-yl]phenyl}methanol